ClC1=C(C=C2C(NC(NC2=C1SCC(CO)C1CC1)=O)=O)C(F)(F)F 7-chloro-8-((2-cyclopropyl-3-hydroxypropyl)thio)-6-(trifluoromethyl)quinazoline-2,4(1H,3H)-dione